2-[2-[(5-chloro-3-fluoro-2-pyridinyl)oxy]phenyl]thiazole ClC=1C=C(C(=NC1)OC1=C(C=CC=C1)C=1SC=CN1)F